[N-](S(=O)(=O)C(F)(F)F)S(=O)(=O)C(F)(F)F.C(CCCCC)N1CC=CC=C1 N-hexyl-pyridine bis(trifluoromethanesulfonyl)imide salt